(cyclopropanecarbonyl)-3-(2-methoxypyridin-4-yl)-3,6-diazabicyclo[3.2.1]octan C1(CC1)C(=O)C12CN(CC(NC1)C2)C2=CC(=NC=C2)OC